(S)-2-(2-chlorophenyl)-N-(2-(4-fluorophenylmethyl)-4-(S-methylsulfonimidoyl)-2H-indazol-6-yl)acetamide ClC1=C(C=CC=C1)CC(=O)NC=1C=C(C2=CN(N=C2C1)CC1=CC=C(C=C1)F)[S@](=O)(=N)C